1-(5-(Benzyloxy)-1H-indol-1-yl)-2,2-dimethylpropan-1-one C(C1=CC=CC=C1)OC=1C=C2C=CN(C2=CC1)C(C(C)(C)C)=O